O(C1=CC=C(C=C1)N=C=O)C1=CC=C(C=C1)N=C=O 4,4'-oxydiphenyl diisocyanate